benzylsulfinyl-pyridine C(C1=CC=CC=C1)S(=O)C1=NC=CC=C1